di(oxetan-3-yl)methylphenylacetoxysilane O1CC(C1)C(C1COC1)[SiH2]OC(CC1=CC=CC=C1)=O